[5-(3,5-Dichlorophenyl)-4,5-dihydro-5-(trifluoromethyl)-3-isoxazolyl]-3-methyl-N-[2-oxo-2-[(2,2,2-trifluoroethyl)amino]ethyl]-2-thiophenecarboxamide ClC=1C=C(C=C(C1)Cl)C1(CC(=NO1)C=1C(=C(SC1)C(=O)NCC(NCC(F)(F)F)=O)C)C(F)(F)F